8,9-dimethyl-7-(3-(2-(trifluoromethoxy)phenyl)-7,8-dihydro-1,6-naphthyridin-6(5H)-yl)-4H-pyrimido[1,2-b]pyridazin-4-one CC1=C(C=2N(N=C1N1CC=3C=C(C=NC3CC1)C1=C(C=CC=C1)OC(F)(F)F)C(C=CN2)=O)C